The molecule is a macamide resulting from the formal condensation of the carboxy group of hexadecanoic acid with benzylamine. A moderate inhibitor of fatty acid amide hydrolase. It has a role as a neuroprotective agent, a plant metabolite and an EC 3.5.1.99 (fatty acid amide hydrolase) inhibitor. It is a secondary carboxamide and a macamide. It derives from a hexadecanoic acid and a benzylamine. CCCCCCCCCCCCCCCC(=O)NCC1=CC=CC=C1